isatinate C1=CC=C(C(=C1)C(=O)C(=O)[O-])N